phenyldi(pyren-1-yl)phosphine oxide C1(=CC=CC=C1)P(C1=CC=C2C=CC3=CC=CC4=CC=C1C2=C34)(C3=CC=C4C=CC2=CC=CC1=CC=C3C4=C21)=O